N-(hexadecanoyl)-4R-hydroxypentadecasphinganine CCCCCCCCCCCCCCCC(=O)N[C@@H](CO)[C@@H]([C@@H](CCCCCCCCCCC)O)O